N-(8-amino-5-chloro-6-fluoro-1-oxo-1,2,3,4-tetrahydronaphthalen-2-yl)acetamide NC=1C=C(C(=C2CCC(C(C12)=O)NC(C)=O)Cl)F